CNCCC=1C=C(C=CC1)S(=O)O 3-(2-(methylamino)ethyl)benzenesulfinic acid